Tert-butyl-(1-(7-chloro-8-fluoro-2-(((2R,7aS)-2-fluorohexahydro-1H-pyrrolizin-7a-yl) methoxy) pyrido[4,3-d]pyrimidin-4-yl)-3,3-difluoropiperidin-4-yl) carbamate C(N)(OC1C(C(N(CC1)C=1C2=C(N=C(N1)OC[C@]13CCCN3C[C@@H](C1)F)C(=C(N=C2)Cl)F)C(C)(C)C)(F)F)=O